(1R,3S)-3-(3-(3-(2-formyl-3-hydroxyphenyl)propanamido)-1H-pyrazol-5-yl)cyclopentyl (1-methylcyclopropyl)carbamate CC1(CC1)NC(O[C@H]1C[C@H](CC1)C1=CC(=NN1)NC(CCC1=C(C(=CC=C1)O)C=O)=O)=O